NC1=NC2=C(C=C(C1)C(N(CCC)OCC)=O)C=CC(=C2)C2=CC=C(C(=O)N1C(CCC1)C(=O)O)C=C2 1-[4-[2-amino-4-[ethoxy(propyl)carbamoyl]-3H-1-benzazepin-8-yl]benzoyl]pyrrolidine-2-carboxylic acid